C(C)OC(=O)C=1N=C2N(C=3N=C(C=C(C3C=C2)C(C(F)(F)F)(F)F)C2CN(CC2)C(=O)OC(C)(C)C)C1.FC(F)(F)C1OC1 (trifluoromethyl)oxirane ethyl-2-(1-(tert-butoxycarbonyl)pyrrolidin-3-yl)-4-(perfluoroethyl)imidazo[1,2-a][1,8]naphthyridine-8-carboxylate